(S)-4-benzyl-3-propionyl-2-oxazolidinone C(C1=CC=CC=C1)[C@@H]1N(C(OC1)=O)C(CC)=O